rac-2-nitro-1-(pyridin-2-yl)ethan-1-ol [N+](=O)([O-])C[C@@H](O)C1=NC=CC=C1 |r|